(E)-3-(4-(((1-(3-Cyano-4-(4-cyano-3-fluorophenyl)-5-(3-hydroxy-4-(trifluoromethoxy)phenyl)pyridin-2-yl)-4-methylpiperidin-4-yl)amino)methyl)phenyl)-N-hydroxyacrylamide formate C(=O)O.C(#N)C=1C(=NC=C(C1C1=CC(=C(C=C1)C#N)F)C1=CC(=C(C=C1)OC(F)(F)F)O)N1CCC(CC1)(C)NCC1=CC=C(C=C1)/C=C/C(=O)NO